BrC=1C(=C(SC1C=O)NC(=O)OCC1C2=CC=CC=C2C=2C=CC=CC12)C(=O)OC methyl 4-bromo-2-{[(9H-fluoren-9-ylmethoxy)carbonyl]-amino}-5-formylthiophene-3-carboxylate